O-methyl-homotyrosine tert-butyl-3-(3-(3-aminopropoxy)propoxy)propanoate C(C)(C)(C)C(C(=O)O)COCCCOCCCN.COC1=CC=C(CC[C@H](N)C(=O)O)C=C1